NC1=C(N=CC2=C(C=CC=C12)C=1C(=NC=CC1)C)C(=O)NCC=C(F)F 4-amino-N-(3,3-difluoroallyl)-8-(2-methylpyridin-3-yl)isoquinoline-3-carboxamide